dichlorothiophene oxide ClC1=C(S(C=C1)=O)Cl